C1(=CC(=CC=C1)C[C@@H]1N(CC2(CC2)[C@@H]1NS(=O)(=O)C)C(=O)[C@@H]1OCC1)C1=CC=CC=C1 N-((6S,7S)-6-([1,1'-biphenyl]-3-ylmethyl)-5-((R)-oxetane-2-carbonyl)-5-azaspiro[2.4]heptan-7-yl)methanesulfonamide